C(C)C1=NN=C(S1)NC(=O)C1=NN2C(C(N(CC2)CCC(C)C)=O)=C1C1CC1 3-cyclopropyl-5-(3-methylbutyl)-4-oxo-4,5,6,7-tetrahydropyrazolo[1,5-a]pyrazine-2-carboxylic acid (5-ethyl[1,3,4]thiadiazol-2-yl)amide